CC=1C=C2C(=CC(OC2=CC1)=O)CSC=1SC(=NN1)C 6-Methyl-4-{[(5-methyl-1,3,4-thiadiazol-2-yl)sulfanyl]methyl}-2H-chromen-2-one